5-(5H-imidazo[5,1-a]isoindol-5-yl)-3,3-dimethyltetrahydro-2H-pyran-4-ol C=1N=CN2C1C1=CC=CC=C1C2C2C(C(COC2)(C)C)O